COC(=O)C1([C@@H]2CC[C@H](\C=C/C[C@H]12)OC(=O)OC1=CC=C(C=C1)[N+](=O)[O-])C(=O)OC.O1CCC1C1=CC=CC=N1 6-(oxetan-4-yl)pyridin Dimethyl-(1S,5R,8R,Z)-5-(((4-nitrophenoxy)carbonyl)oxy)bicyclo[6.1.0]non-3-ene-9,9-dicarboxylate